2-Bromo-5-methylthiophene-3-ol BrC=1SC(=CC1O)C